C(C)(=O)OCCOCCOCCOCCCC triethylene glycol monobutyl ether (acetate)